imidazole-2-amid N1C(=NC=C1)C(=O)N